CC(C)C=1C=CC(=NC1)C(=O)N1CCCCC1 1-{[5-(propan-2-yl)pyridin-2-yl]carbonyl}piperidin